5-fluoro-N2-(4-(2-methoxyethoxy)phenyl)-N4-(3-((2,3,4,5-tetrafluoro-6-(methylsulfonyl)phenyl)amino)phenyl)pyrimidine-2,4-diamine FC=1C(=NC(=NC1)NC1=CC=C(C=C1)OCCOC)NC1=CC(=CC=C1)NC1=C(C(=C(C(=C1S(=O)(=O)C)F)F)F)F